C(C1=CC=CC=C1)OC(=O)N[C@@H](COC1CC2(CN(C2)C(=O)OC(C)(C)C)C1)C(=O)OC tert-Butyl (S)-6-(2-(((benzyloxy)carbonyl)amino)-3-methoxy-3-oxopropoxy)-2-azaspiro[3.3]heptane-2-carboxylate